FC1=NC=CC(=C1NC1=C(C=C(C=C1)I)F)C(=O)O 2-fluoro-3-[(2-fluoro-4-iodophenyl)amino]Pyridine-4-carboxylic acid